N1(C=NC=C1)C(=O)[O-] 1H-imidazol-1-carboxylate